di(n-nonyl)amine C(CCCCCCCC)NCCCCCCCCC